C(C)(C)NCCOCCOC (2-(2-isopropylaminoethoxy) ethyl)methyl ether